O=C1NCCC2=C(C=CC=C12)NC1=NC(=NC=C1C(=O)N)NC=1C=NN(C1)C1CCNCC1 4-[(1-oxo-1,2,3,4-tetrahydroisoquinolin-5-yl)amino]-2-{[1-(piperidin-4-yl)-1H-pyrazol-4-yl]amino}pyrimidine-5-carboxamide